N1=CC=C(C=C1)N1N=C(C=C1)N 1-(4-pyridyl)pyrazol-3-amine